4-bromo-2-methoxy-1-(m-toluenesulfonyl)-5-(3,4,5-trifluorophenyl)-1H-imidazole BrC=1N=C(N(C1C1=CC(=C(C(=C1)F)F)F)S(=O)(=O)C=1C=C(C)C=CC1)OC